1,3-dioxoisoindol-2-yl 6-chlorohexanoate ClCCCCCC(=O)ON1C(C2=CC=CC=C2C1=O)=O